OC1(CCN(CC1)C(=O)NC1=NC2=C(N1)C(=CC=C2OC)C=2C=NN(C2)CCOCCOC)C 4-hydroxy-N-(4-methoxy-7-{1-[2-(2-methoxyethoxy)ethyl]-1H-pyrazol-4-yl}-1H-1,3-benzodiazol-2-yl)-4-methylpiperidine-1-carboxamide